iso-octanoic acid ethyl ester C(C)OC(CCCCC(C)C)=O